5-(3-(2-(4-fluorocyclohexyl)ethynyl)phenoxy)-1H-1,2,3-triazole-4-carboxylic acid FC1CCC(CC1)C#CC=1C=C(OC2=C(N=NN2)C(=O)O)C=CC1